1-Tert-butyl N-[[(2R)-4-[3-[1-(2,6-dioxo-3-piperidyl)-3-methyl-2-oxo-benzimidazol-5-yl]prop-2-ynyl]morpholin-2-yl]methyl]carbamate O=C1NC(CCC1N1C(N(C2=C1C=CC(=C2)C#CCN2C[C@H](OCC2)CNC(OC(C)(C)C)=O)C)=O)=O